6-fluoro-2-methylpyridin-3-amine FC1=CC=C(C(=N1)C)N